N1N=NC(=C1)C[C@H](N)C(=O)O |r| β-(1,2,3-triazol-4-yl)-DL-alanine